FC(OC1=CC(=NC=C1)[Sn](C)(C)C)(F)F 4-(trifluoromethoxy)-2-(trimethylstannyl)pyridine